Tri(2-hexyl)citrat CC(CCCC)C(C(C(C(=O)[O-])(C(C)CCCC)C(C)CCCC)(O)C(=O)[O-])C(=O)[O-]